Lithium-manganese-cobalt-oxide [Co]=O.[Mn].[Li]